C(C)(C)(C)OC(C(CC1=CC(=C(C=C1)OC)C(NC)=O)N(C)C(=O)OCC1C2=CC=CC=C2C=2C=CC=CC12)=O.N(=[N+]=[N-])C(CC1=CC=CC=C1)CN=[N+]=[N-] (2,3-bis-azidopropyl)benzene tert-Butyl-2-((((9H-fluoren-9-yl)methoxy)carbonyl)(methyl)amino)-3-(4-methoxy-3-(methylcarbamoyl)phenyl)propanoate